C(C)OC(=O)C1=CNC(NC1C1=CC=CC=C1)=O 5-ethoxycarbonyl-6-phenyl-1,6-dihydropyrimidinone